Cl.FC=1C=NN(C1)C1=CC=C(C=N1)[C@H](C)N (S)-1-(6-(4-fluoro-1H-pyrazol-1-yl)pyridin-3-yl)ethan-1-amine hydrochloride